ClC1=CC(=NC(=C1)F)C(=O)Cl 4-chloro-6-fluoro-pyridine-2-carbonyl chloride